ClCC(=O)N1C2=C(OC[C@@H]1C(C)C)N=CC(=C2)CC2=CC=C(C=C2)F (S)-2-chloro-1-(7-(4-fluorobenzyl)-2-isopropyl-2,3-dihydro-1H-pyrido[2,3-b][1,4]oxazin-1-yl)ethan-1-one